5-((4-(2-(tert-butyl)-4-(5-chloro-2-fluoro-3-(propylsulfonamido)phenyl)thiazol-5-yl)pyrimidin-2-yl)amino)pentanoic acid C(C)(C)(C)C=1SC(=C(N1)C1=C(C(=CC(=C1)Cl)NS(=O)(=O)CCC)F)C1=NC(=NC=C1)NCCCCC(=O)O